C1=C(C(=CC2=CC=CC=C12)C=1N=NN(C1)C=1C(=C(C(=O)O)C=CC1)O)C=1N=NN(C1)C=1C(=C(C(=O)O)C=CC1)O 4'-(naphthalene-2,3-diylbis(1H-1,2,3-triazole-4,1-diyl))bis(2-hydroxybenzoic acid)